2-(sec-butylamino)-1-(4-(2-(2,6-dimethylpyridin-4-yl)-3-isopropyl-1H-indol-5-yl)piperidin-1-yl)ethan-1-one C(C)(CC)NCC(=O)N1CCC(CC1)C=1C=C2C(=C(NC2=CC1)C1=CC(=NC(=C1)C)C)C(C)C